ethyl-N,N-dimethylpropanediamine C(C)C(CC)(N(C)C)N